C1CCCC12CC2 spiro[4.2]heptane